N1-((S)-5-methyl-4-oxo-7-(piperidin-4-ylethynyl)-2,3,4,5-tetrahydrobenzo[b][1,4]oxazepin-3-yl)-N2-((R)-1-phenylethyl)oxalamide CN1C2=C(OC[C@@H](C1=O)NC(C(=O)N[C@H](C)C1=CC=CC=C1)=O)C=CC(=C2)C#CC2CCNCC2